ClC=1C=C(C=C(C1OC1=NNC(C(=C1)C1CCC1)=O)Cl)N1N=C(C(NC1=O)=O)C(=O)O 2-(3,5-dichloro-4-((5-cyclobutyl-6-oxo-1,6-dihydropyridazin-3-yl)oxy)phenyl)-3,5-dioxo-2,3,4,5-tetrahydro-1,2,4-triazine-6-carboxylic acid